2-Methyl-1,4-dihydroxyanthraquinone CC1=C(C=2C(C3=CC=CC=C3C(C2C(=C1)O)=O)=O)O